1-(4-(tert-butyl)naphthalen-2-yl)-7-(trimethylsilanyl)methylbenzo[4,5]thieno-[2,3-c]pyridine C(C)(C)(C)C1=CC(=CC2=CC=CC=C12)C1=NC=CC2=C1SC1=C2C=CC(=C1)C[Si](C)(C)C